hydroxy-3,3-dimethyl-2-oxoindoline ON1C(C(C2=CC=CC=C12)(C)C)=O